[Cu].C1(=CC=CC=C1)P(=O)(C1=CC=CC=C1)NP(=O)(C1=CC=CC=C1)C1=CC=CC=C1.C1(=CC=CC=C1)P(=O)(C1=CC=CC=C1)NP(=O)(C1=CC=CC=C1)C1=CC=CC=C1 Di[N,N-bis[diphenylphosphoryl]amine] copper